C(C)(C)(C)OC(=O)N1CC(C1)COC(=O)N[C@H](C(=O)N[C@H](C(S(=O)(=O)[O-])O)C[C@@H]1C(NCC1)=O)CC(C)C.[Na+] Sodium (2S)-2-((S)-2-((((1-(tert-butoxycarbonyl)azetidin-3-yl)methoxy)carbonyl)amino)-4-methylpentanamido)-1-hydroxy-3-((R)-2-oxopyrrolidin-3-yl)propane-1-sulfonate